(1aS,5aS)-2-(2,4-Difluoro-phenyl)-1a,2,5,5a-tetrahydro-1H-2,3-diaza-cyclopropa[a]pentalene-4-carboxylic acid (pyridin-2-ylmethyl)-amide N1=C(C=CC=C1)CNC(=O)C=1C=2C[C@H]3[C@@H](C2N(N1)C1=C(C=C(C=C1)F)F)C3